Cl.O1CC(C1)NN Oxetan-3-yl-hydrazine hydrochloride